4-amino-7-(2-((2S,4R)-2-((3-chloro-2-fluorobenzyl)carbamoyl)-4-fluoropyrrolidin-1-yl)-2-oxoethyl)-7H-pyrrolo[2,3-d]pyrimidine-5-carboxamide NC=1C2=C(N=CN1)N(C=C2C(=O)N)CC(=O)N2[C@@H](C[C@H](C2)F)C(NCC2=C(C(=CC=C2)Cl)F)=O